Heptanoyl-Phosphonic Acid C(CCCCCC)(=O)P(O)(O)=O